5-(3-formyl-2,5-dimethyl-1H-pyrrol-1-yl)-2-methylthiazole-4-carboxylic acid methyl ester COC(=O)C=1N=C(SC1N1C(=C(C=C1C)C=O)C)C